C[C@@H]1CN(CCC1)CC1=C2C(=NC(=C1)C(=O)O)C=CN2 (S)-7-((3-methylpiperidin-1-yl)methyl)-1H-pyrrolo[3,2-b]pyridine-5-carboxylic acid